2-(3-(4-((4,6-difluorobenzo[d]thiazol-5-yl)amino)thieno[2,3-b]pyridin-2-yl)-2-methyl-pyrrolidin-1-yl)ethan-1-ol FC1=C(C(=CC2=C1N=CS2)F)NC2=C1C(=NC=C2)SC(=C1)C1C(N(CC1)CCO)C